N1CC(C1)C=1C=C2C(=C(NC2=CC1)C=1C=C(C=2N(C1)N=CN2)OC)C(C)C 6-(5-(Azetidin-3-yl)-3-isopropyl-1H-indol-2-yl)-8-methoxy-[1,2,4]triazolo[1,5-a]pyridin